C(C)C1CN(C(O1)=O)C(=O)C=1C=NC2=NC=CC=C2C1 5-ethyl-3-(1,8-naphthyridine-3-carbonyl)oxazolidin-2-one